N=1C=CC(N2C1SC1=C2C=CC=C1)=O pyrimido[2,1-b]benzthiazol-4-one